ClC=1N=C(C2=C(N1)C=CO2)NCC2=CC=C(C=C2)C=2N(C=C(N2)C(F)(F)F)C 2-chloro-N-(4-(1-methyl-4-(trifluoromethyl)-1H-imidazol-2-yl)benzyl)furo[3,2-d]pyrimidin-4-amine